C(C=CC=CC=CCCCCCCCCCC)=O 8Z,10E,12Z-heptadecatrienal